C(C)(C)[C@@H]1N(CCN(C1)C=1N=CC2=C(N1)C(=NC=N2)NC2=CC(=C(C=C2)OC2=CC1=C(N(N=N1)C)C=C2)C)C(C=C)=O (S)-1-(2-isopropyl-4-(8-((3-methyl-4-((1-methyl-1H-benzo[d][1,2,3]triazol-5-yl)oxy)phenyl)amino)pyrimido[5,4-d]pyrimidin-2-yl)piperazin-1-yl)prop-2-en-1-one